N(=C=O)CC1CCC(CC1)C 4-isocyanatomethyl-1-methylcyclohexane